C(C1=CC=CC=C1)N(C1=CC=C(C=C1)[C@](C(=O)O)(C(F)(F)F)O)CC1=CC=CC=C1 (S)-2-(4-(dibenzylamino)phenyl)-3,3,3-trifluoro-2-hydroxypropanoic acid